C(N)(O[C@@H]1[C@H](N(C([C@H]1C)=O)C=1C=C2C=NN(C2=CC1)C1=CC=C(C=C1)F)C=1SC(=CC1)Cl)=O ((2s,3s,4s)-2-(5-chlorothien-2-yl)-1-(1-(4-fluorophenyl)-1H-indazol-5-yl)-4-methyl-5-oxopyrrolidin-3-yl) carbamate